(E)-1-(4-Hydroxyphenyl)-3-[4-methoxy-3-(pyrazol-1-ylmethyl)phenyl]prop-2-en-1-one OC1=CC=C(C=C1)C(\C=C\C1=CC(=C(C=C1)OC)CN1N=CC=C1)=O